2-boc-7-bromo-1,2,3,4-tetrahydroisoquinoline C(=O)(OC(C)(C)C)N1CC2=CC(=CC=C2CC1)Br